tetra-oxo-pyrrole O=C1C(C(C(N1)=O)=O)=O